allyldicarbonate C(C=C)OC(=O)OC(=O)[O-]